NC=1C2=C(N=CN1)N(C(=C2C2=CC=C(C=C2)OC2=CC=CC=C2)C#CC2(CN(C2)C2CCN(CC2)C(C=C)=O)O)C(C)C 1-(4-(3-((4-amino-7-isopropyl-5-(4-phenoxyphenyl)-7H-pyrrolo[2,3-d]pyrimidin-6-yl)ethynyl)-3-hydroxyazetidin-1-yl)piperidin-1-yl)prop-2-en-1-one